OCCSC=1C=C(C(=O)OC)C=CC1C methyl 3-((2-hydroxyethyl)thio)-4-methylbenzoate